((3-(dimethylamino)propyl)azanediyl)bis(dodecane-1,2-diyl) bis(decanoate) C(CCCCCCCCC)(=O)OC(CN(CC(CCCCCCCCCC)OC(CCCCCCCCC)=O)CCCN(C)C)CCCCCCCCCC